1-[4-(hydroxymethyl)phenyl]cyclopropane-1-carbonitrile OCC1=CC=C(C=C1)C1(CC1)C#N